NC1=NNC2=CC=C(C=C12)C1=CC(=NC=C1)NC(CC1=CC(=CC=C1)Cl)=O N-(4-(3-Amino-1H-indazol-5-yl)pyridin-2-yl)-2-(3-chlorophenyl)acetamide